methyl 6-fluoro-1-methylenetetrahydro-1H-pyrrolizin-7a(5H)-carboxylate FC1CN2CCC(C2(C1)C(=O)OC)=C